O=C1C=C(C2=C(N=C(N=C2)NC2=CC=C(C=C2)N2CCN(CC2)C(=O)OC(C)(C)C)N1C1=CC=CC=C1)C#C[Si](C(C)C)(C(C)C)C(C)C tert-butyl 4-[4-({7-oxo-8-phenyl-5-[2-(triisopropylsilyl)ethynyl]pyrido[2,3-d]pyrimidin-2-yl} amino)phenyl]piperazine-1-carboxylate